Methyl-{[4-chloro-1-(3-chloro-2-fluorophenyl)-5-(5-fluoropyridin-3-yl)-1H-pyrazol-3-yl]oxy}(methoxy)acetate COC(C(OC)OC1=NN(C(=C1Cl)C=1C=NC=C(C1)F)C1=C(C(=CC=C1)Cl)F)=O